4-[(E)-4-(diethylamino)styryl]-3-methylpyridin-1-ium C(C)N(C1=CC=C(/C=C/C2=C(C=[NH+]C=C2)C)C=C1)CC